C1(CC1)C=1C(=NC(=NC1)NC1=CC=C2CCN(CC2=C1)C)NCCCN1C(CCC1)=O 1-(3-((5-Cyclopropyl-2-((2-methyl-1,2,3,4-tetrahydroisoquinolin-7-yl)amino)pyrimidin-4-yl)amino)propyl)pyrrolidin-2-one